C(#N)C=1C=C2CCN(C2=CC1)C(CSC1=NN=NN1C1=C(C(=O)O)C=CC=C1)=O (5-((2-(5-cyanoindolin-1-yl)-2-oxoethyl)thio)-1H-tetrazol-1-yl)benzoic acid